7-(pyridazin-4-ylamino)phthalazin-1(2H)-one N1=NC=C(C=C1)NC1=CC=C2C=NNC(C2=C1)=O